COC(C1=C(C(=C(C(=C1)CC1=C(C(=NC=C1)NCC1=C(C=C(C=C1)OC)OC)F)F)F)NC1=C(C=C(C=C1)I)F)=O 5-((2-((2,4-dimethoxybenzyl)amino)-3-fluoropyridin-4-yl)methyl)-3,4-difluoro-2-((2-fluoro-4-iodophenyl)amino)benzoic acid methyl ester